C(C)(=O)C=1C=C(C(N(C1)C1CC1)=O)F 5-Acetyl-1-cyclopropyl-3-fluoropyridin-2(1H)-one